(S)-9,10-difluoro-6-(((2-fluoro-4-(trifluoromethyl)benzyl)(1-(6-nitropyridin-3-yl)piperidin-3-yl)amino)methyl)-2,3-dihydro-7H-[1,4]oxazino[2,3,4-ij]quinolin-7-one FC=1C=C2C(C(=CN3C2=C(C1F)OCC3)CN([C@@H]3CN(CCC3)C=3C=NC(=CC3)[N+](=O)[O-])CC3=C(C=C(C=C3)C(F)(F)F)F)=O